COC1=CC=C(C=C1)C1=CC2=C(N=N1)C1=CC=CC=C1C2=O 3-(4-Methoxyphenyl)-5H-indeno[1,2-c]pyridazin-5-one